C(CCC)C1=C(C=CC=C1)C1=NN2C(C=CC(=C2)C(=O)OC)=N1 Methyl 2-(2-butylphenyl)-[1,2,4]triazolo[1,5-a]pyridine-6-carboxylate